C(CC1=CC=CC=C1)N1C(=NC2=C1C=CC=C2)CCCCC 1-Phenethyl-2-pentyl-benzo[d]imidazole